FC1(CCN(CCC1)CC1=CC(=C2CN(C(C2=C1)=O)C=1C=C(C=CC1)C1(CC(C1)C#N)CC1=NN=CN1C)C(F)(F)F)F (1r,3r)-3-(3-(6-((4,4-difluoroazepan-1-yl)methyl)-1-oxo-4-(trifluoromethyl)isoindolin-2-yl)phenyl)-3-((4-methyl-4H-1,2,4-triazol-3-yl)methyl)cyclobutane-1-carbonitrile